Hexa-mercaptobenzene copper [Cu].SC1=C(C(=C(C(=C1S)S)S)S)S